CC1=CC=C(C=C1)S(=O)(=O)[C@@]1(C=C)[C@@H](C=CC=C1)S(=O)(=O)C1=CC=C(C)C=C1 trans-1,2-Di-p-toluenesulfonylstyrene